ClC1=C(C(=O)NC2=NN=NN2C)C=CC(=C1S(=O)C)I 2-chloro-4-iodo-3-(methylsulfinyl)-N-(1-methyl-1H-tetrazol-5-yl)benzamide